OC1CCN(CC1)C1=CC=C(S1)C=C1C(=NOC1=O)C(F)(F)F 4-((5-(4-hydroxypiperidin-1-yl)thiophen-2-yl)methylene)-3-(trifluoromethyl)isoxazol-5(4H)-one